2-((1R,4R)-4-((R)-2-hydroxy-N-methylpropanamidyl)cyclohexyl)-6-methoxy-N-(1-(2-methyl-2H-1,2,3-triazol-4-yl)-2-oxo-1,2-dihydropyridin-3-yl)-2H-indazole-5-carboxamide O[C@@H](C(=O)N(C)C1CCC(CC1)N1N=C2C=C(C(=CC2=C1)C(=O)NC=1C(N(C=CC1)C1=NN(N=C1)C)=O)OC)C